FC1=C(C(=CC=C1)OC)C=1C=C2C(=NC1)NC(N2CC2=C(C#N)C=CC=C2)=O 2-[[6-(2-Fluoro-6-methoxy-phenyl)-2-oxo-3H-imidazo[4,5-b]pyridin-1-yl]methyl]benzonitrile